n-butyl-methacrylate C(CCC)OC(C(=C)C)=O